(R)-2-((((9H-fluoren-9-yl)methoxy)carbonyl)amino)-3-(3,4,5-trifluorophenyl)propanoic acid C1=CC=CC=2C3=CC=CC=C3C(C12)COC(=O)N[C@@H](C(=O)O)CC1=CC(=C(C(=C1)F)F)F